C(CCCCCCCCCCCCCCCCCC)=O Nonadecanal